tert-butyl (2R)-6-(benzyloxy)-2-{[(tert-butoxycarbonyl)(3,3-difluoropropyl)amino]methyl}-5-[(2-tert-butoxy-2-oxoethyl)amino]-4-fluoro-2,3-dihydro-1H-indole-1-carboxylate C(C1=CC=CC=C1)OC1=C(C(=C2C[C@@H](N(C2=C1)C(=O)OC(C)(C)C)CN(CCC(F)F)C(=O)OC(C)(C)C)F)NCC(=O)OC(C)(C)C